C(C)N1N=CC=2C1=NC=CC2NCC2=CC=C(C=C2)S(=O)(N)=N 4-(((1-ethyl-1H-pyrazolo[3,4-b]pyridine-4-yl)amino)methyl)benzenesulfonimidamide